C1(CC1)C(=O)NC1=CC(=C(N=N1)C(=O)NC([2H])([2H])[2H])NC1=NC=CC2=C1N([C@@H](C=1N2N=C(C1)C)C)C (R)-6-(cyclopropanecarboxamido)-N-(methyl-d3)-4-((2,4,5-trimethyl-4,5-dihydropyrazolo[1,5-a]pyrido[3,4-e]pyrazin-6-yl)amino)pyridazine-3-carboxamide